3,3-dibutyl-6-heptene C(CCC)C(CC)(CCC=C)CCCC